CC1C(=C(CCC1)C(=O)O)C(=O)O 3-methyl-cyclohexene-1,2-dicarboxylic acid